S=[Te].[Zn].[Hg] mercury zinc sulfur telluride